FC(CC(=O)O)(C1=C(C(=NC=C1)F)F)F β,β,2,3-tetrafluoro-4-pyridinepropanoic acid